5-{1-[4-(cyclobutylmethoxy)-3-methoxybenzoyl]piperidin-4-yl}-4-methoxypyridin-2-amine C1(CCC1)COC1=C(C=C(C(=O)N2CCC(CC2)C=2C(=CC(=NC2)N)OC)C=C1)OC